ClC1=CC=C(C=C1)C1CCN(CC1)C=1C(=C(C(=NC1)C=1C(=NC(=CC1)OCC1=CC=CC=C1)OCC1=CC=CC=C1)F)C 5-[4-(4-chlorophenyl)-1-piperidyl]-2-(2,6-dibenzyloxy-3-pyridyl)-3-fluoro-4-methyl-pyridine